C(C)(=O)[O-].[K+].C(CCCCCCCCCCCC)OCCCCCCCCCCCCC tridecyl ether potassium acetate